CC1(CC(=NO1)C1[C@H]2CN(C[C@@H]12)C(=O)C=1N=CN(C1)[C@@H](C)CCC1=CC=CC=C1)C [(1R,5S,6S)-6-(5,5-dimethyl-4,5-dihydro-1,2-oxazol-3-yl)-3-azabicyclo[3.1.0]hex-3-yl]{1-[(2S)-4-phenylbutan-2-yl]-1H-imidazol-4-yl}methanone